4-(3,4-dimethylphenyl)-7-methoxy-1H-pyrrolo[2,3-c]pyridine CC=1C=C(C=CC1C)C1=C2C(=C(N=C1)OC)NC=C2